C1NCC12CCN(C2)C(=O)OC(C)(C)C tert-butyl 2,7-diazaspiro[3.4]octane-7-carboxylate